{3-[2-({[3-fluoro-1-(3-fluoro(2-pyridyl))cyclobutyl]methyl}amino)pyrimidin-5-yl]phenyl}-N-(methylsulfonyl)carboxamide FC1CC(C1)(C1=NC=CC=C1F)CNC1=NC=C(C=N1)C=1C=C(C=CC1)C(=O)NS(=O)(=O)C